4H-1-benzopyran-4-one, hydrochloride Cl.O1C=CC(C2=C1C=CC=C2)=O